2-(trimethylsilyl)ethyl (2S,3S)-3-amino-3-(4-chlorophenyl)-2-methylpropanoate-Hydrochloride Salt Cl.N[C@@H]([C@@H](C(=O)OCC[Si](C)(C)C)C)C1=CC=C(C=C1)Cl